3-t-butylcyclohexane-1,2-dicarboxylic acid, calcium salt [Ca+2].C(C)(C)(C)C1C(C(CCC1)C(=O)[O-])C(=O)[O-]